(2R,4R)-6-chloro-4-hydroxy-N-(3-{4-[3-(trifluoromethoxy)propyl]-1H-pyrazol-1-yl}bicyclo[1.1.1]pentan-1-yl)-3,4-dihydro-2H-1-benzopyran-2-carboxamide ClC=1C=CC2=C([C@@H](C[C@@H](O2)C(=O)NC23CC(C2)(C3)N3N=CC(=C3)CCCOC(F)(F)F)O)C1